S1C=NC2=C1C=C(C=C2)\C=C/2\C(N(C(=N2)SC)C2CCCCC2)=O (5Z)-5-(1,3-benzothiazol-6-ylmethylene)-3-cyclohexyl-2-methylsulfanyl-imidazol-4-one